N-((2-(6-(2-ethylpiperazin-1-yl)pyridin-2-yl)-1,6-naphthyridin-7-yl)methyl)-4-methyl-3-(methylsulfonyl)benzamide C(C)C1N(CCNC1)C1=CC=CC(=N1)C1=NC2=CC(=NC=C2C=C1)CNC(C1=CC(=C(C=C1)C)S(=O)(=O)C)=O